ClC1=C(C(=CC=C1)Cl)N=C(N)C1=C(C=2N(N=C1)C=C(C2)C2=C(C=C(C=C2)OC)C)N[C@@H]2CC[C@H](CC2)NC(OC(C)(C)C)=O trans-tert-butyl N-[4-[[3-[N'-(2,6-dichlorophenyl)carbamimidoyl]-6-(4-methoxy-2-methyl-phenyl)pyrrolo[1,2-b]pyridazin-4-yl]amino]cyclohexyl]carbamate